ClC1=NC=C(C(=N1)C1CCN(CC1)C(=O)C1=C(OC=2N=CN=C(C21)NC2(CC2)C)C)F 5-[4-(2-chloro-5-fluoropyrimidin-4-yl)piperidine-1-carbonyl]-6-methyl-N-(1-methylcyclopropyl)furo[2,3-d]pyrimidin-4-amine